(1E)-1-(2-methylpyrimidin-5-yl)-7-(5,6,7,8-tetrahydro-1,8-naphthyridin-2-yl)hept-1-en-3-ol CC1=NC=C(C=N1)\C=C\C(CCCCC1=NC=2NCCCC2C=C1)O